BrC1=NC=CC(=C1CO)Br (2,4-dibromopyridine-3-yl)methanol